[[(1R,4R)-2-oxa-5-azabicyclo[2.2.1]heptan-5-yl]methyl]benz[cd]indol-2(1H)-one [C@H]12OC[C@H](N(C1)CN1C(C3=C4C(C=CC=C14)=CC=C3)=O)C2